C1(CC1)NC(=O)N1[C@H]([C@H](CC1)NS(=O)(=O)C)CO[C@@H]1CC[C@@H](CC1)C1=CC=CC=C1 (CIS)-N-cyclopropyl-3-(methylsulfonamido)-2-((((CIS)-4-phenylcyclohexyl)oxy)methyl)pyrrolidine-1-carboxamide